methyl 5-methylsulfinylfuran-2-carboxylate CS(=O)C1=CC=C(O1)C(=O)OC